tert-butyl 3-(5-amino-1,3-dioxo-isoindolin-2-yl)-2,6-dioxo-piperidine-1-carboxylate NC=1C=C2C(N(C(C2=CC1)=O)C1C(N(C(CC1)=O)C(=O)OC(C)(C)C)=O)=O